(S)-1-chloro-3-(4-(2-(4-((S)-2-hydroxy-3-(4-(hydroxymethyl)-1H-1,2,3-triazol-1-yl)propoxy)phenyl)propan-2-yl)phenoxy)propan-2-ol ClC[C@H](COC1=CC=C(C=C1)C(C)(C)C1=CC=C(C=C1)OC[C@H](CN1N=NC(=C1)CO)O)O